N2,N7-di(adamantan-2-yl)-9-(hydroxyimino)-9H-fluorene-2,7-disulfonamide C12C(C3CC(CC(C1)C3)C2)NS(=O)(=O)C2=CC=3C(C1=CC(=CC=C1C3C=C2)S(=O)(=O)NC2C3CC1CC(CC2C1)C3)=NO